C1=CC=NC(=C1)C#N CYANOPYRIDINE